(3R)-1-cyclopropylpiperidine-3-amine mono(trifluoroacetic acid) salt FC(C(=O)O)(F)F.C1(CC1)N1C[C@@H](CCC1)N